O=C1C=CC=2C(=CC=NC2N1)C1=CC=C(CNS(=O)(=O)NC(OC(C)(C)C)=O)C=C1 tert-butyl (N-(4-(7-oxo-7,8-dihydro-1,8-naphthyridin-4-yl)benzyl)sulfamoyl)carbamate